C(C)N1C(NC2=C(C1=O)SC(=C2)CN2CCC(CC2)C=2C=CC(=NC2C)C(=O)NC)=O 5-(1-((3-ethyl-2,4-dioxo-1,2,3,4-tetrahydrothieno[3,2-d]pyrimidin-6-yl)methyl)piperidin-4-yl)-N,6-dimethylpicolinamide